2-amino-N-((6-chloro-3-pyridazinyl)methyl)-3-methyl-N-((1R)-1-(2-pyrimidinyl)ethyl)-6-quinolinecarboxamide NC1=NC2=CC=C(C=C2C=C1C)C(=O)N([C@H](C)C1=NC=CC=N1)CC=1N=NC(=CC1)Cl